C(CCCCCCC)C(CCCCCCCC)OC(CCCCCCCN(CCCCCC(OCCCCCCCCCCC)=O)CCCl)=O.C(C)(C)(C)C=1C=CC2=C(C3=CC=CC=C3C(=C2C1)C1=CC2=CC=CC=C2C=C1)C1=CC2=CC=CC=C2C=C1 3-tert-butyl-9,10-di(2-naphthyl)anthracene 1-octylnonyl-8-[2-chloroethyl-(6-oxo-6-undecoxy-hexyl)amino]octanoate